Cl.OC=1C=C(C=CC1O)CCN β-(3,4-dihydroxyphenyl)-ethylamine hydrochloride